BrC=1C=C2C=CC(=CC2=CC1)OC=1N=NNC1C(=O)OC(O)C(C)=O acetylhydroxymethyl 4-((6-bromonaphthalen-2-yl) oxy)-1H-1,2,3-triazole-5-carboxylate